N,N,N-trimethyl-N-2-hydroxypropylammonium p-tert-butyl-benzoate C(C)(C)(C)C1=CC=C(C(=O)[O-])C=C1.C[N+](CC(C)O)(C)C